CNCC1=CC=CC=C1 N-methyl-(phenyl)methylamine